CN(S(=O)(=O)N1CCN(CC1)C(CNC(=O)C1=CC2=C(N(C(=N2)NC=2SC3=C(N2)C=CC(=C3)Cl)C)C=C1)=O)C 2-(6-Chloro-benzothiazol-2-ylamino)-1-methyl-1H-benzoimidazole-5-carboxylic acid [2-(4-dimethylsulfamoyl-piperazin-1-yl)-2-oxo-ethyl]-amide